C1(CC1)CN(C1=CC=CC=C1)C1=CC=C(C=C1)C1CN(C1)C(CC[C@H]1NC(OC1)=O)=O (4R)-4-[3-[3-[4-[N-(cyclopropylmethyl)anilino]phenyl]azetidin-1-yl]-3-oxo-propyl]oxazolidin-2-one